N4,N4'-bis(naphthalen-1-yl)-N4,N4'-diphenyl-[1,1'-biphenyl]-4,4'-diamine C1(=CC=CC2=CC=CC=C12)N(C1=CC=C(C=C1)C1=CC=C(C=C1)N(C1=CC=CC=C1)C1=CC=CC2=CC=CC=C12)C1=CC=CC=C1